(3,4-difluoro-2-methylphenyl)-2-morpholinopropanamide FC=1C(=C(C=CC1F)C(C(=O)N)(C)N1CCOCC1)C